4-Chloro-6-(3-((1r,3S)-3-(2,2-difluoroethyl)-1-(4-methyl-4H-1,2,4-triazol-3-yl)cyclobutyl)phenyl)-2-(((S)-3-methylpiperidin-1-yl)methyl)-1,6-dihydro-7H-pyrrolo[2,3-c]pyridin-7-one ClC=1C2=C(C(N(C1)C1=CC(=CC=C1)C1(CC(C1)CC(F)F)C1=NN=CN1C)=O)NC(=C2)CN2C[C@H](CCC2)C